ClC1=C(C=CC=C1)C=1C(=NC(NC1)=S)N 5-(2-Chloro-phenyl)-2-thio-cytosine